{1-(2,6-Dimethoxy-4-(6-methyl-5-oxo-5,6-dihydro-pyrido[4,3-d]pyrimidin-8-yl)-benzyl)-azetidin-3-yl}-carbamic acid tert-butyl ester C(C)(C)(C)OC(NC1CN(C1)CC1=C(C=C(C=C1OC)C1=CN(C(C2=C1N=CN=C2)=O)C)OC)=O